glucosamine-d OC1([C@H](N)[C@@H](O)[C@H](O)[C@H](O1)CO)[2H]